N-(2-ethylhexyl)-N-(phosphonomethyl)glycine C(C)C(CN(CC(=O)O)CP(=O)(O)O)CCCC